N-[(2S)-1-hydroxy-3-methylbut-2-yl]-6-(4-methylphenyl)-2-(1-methyl-1H-pyrazol-4-yl)-3-oxo-2,3-dihydropyridazine-4-carboxamide OC[C@H](C(C)C)NC(=O)C=1C(N(N=C(C1)C1=CC=C(C=C1)C)C=1C=NN(C1)C)=O